(6aR,9S)-7-methyl-N-(pentan-3-yl)-4,6,6a,7,8,9-hexahydroindolo[4,3-fg]quinoline-9-carboxamide CN1C[C@H](C=C2C3=C4C(C[C@@H]12)=CNC4=CC=C3)C(=O)NC(CC)CC